N,N'-Methylenbis(Acrylamid) C(NC(C=C)=O)NC(C=C)=O